(R)-benzyl 2-carbamimidoylpyrrolidine-1-carboxylate C(N)(=N)[C@@H]1N(CCC1)C(=O)OCC1=CC=CC=C1